3-fluoro-N-(2-(4-methoxy-3-((1R,3R)-3-methyl-2-(2,2,2-trifluoroethyl)-2,3,4,9-tetrahydro-1H-pyrido[3,4-b]indol-1-yl)phenoxy)ethyl)propan-1-amine FCCCNCCOC1=CC(=C(C=C1)OC)[C@H]1N([C@@H](CC2=C1NC1=CC=CC=C21)C)CC(F)(F)F